2-fluoro-4-(5-(1-methyl-1H-indazol-5-yl)-1-((1-methylpiperidin-4-yl)methyl)-1H-pyrrolo[2,3-c]pyridin-4-yl)benzonitrile FC1=C(C#N)C=CC(=C1)C1=C2C(=CN=C1C=1C=C3C=NN(C3=CC1)C)N(C=C2)CC2CCN(CC2)C